N1[C@H](CCCC1)C(=O)O |r| racemic-pipecolic acid